C(C)(C)(C)N(C(O)=O)C1CCC(CC1)CC1OCCO1.BrC1=CN=C2C(=N1)N(N=N2)C(C)C=2C=C1C=C(C=NC1=CC2F)C=2C=NN(C2)C 6-(1-(6-bromo-[1,2,3]triazolo[4,5-b]pyrazin-1-yl)ethyl)-7-fluoro-3-(1-methyl-1H-4-pyrazolyl)quinoline tert-Butyl-(4-((1,3-dioxolan-2-yl)methyl)cyclohexyl)carbamate